pyrimidine-d2-2,4-diol N1=C(N=C(C(=C1[2H])[2H])O)O